2-formylphenyl methyl iminodiacetate N(CC(=O)OC)CC(=O)OC1=C(C=CC=C1)C=O